ClC=1C=CC(=C(C1)N1C2=CC=CC=C2C=2C=CC=CC12)[Si](C1=CC=CC=C1)(C1=CC=CC=C1)C1=CC=CC=C1 9-(5-chloro-2-(triphenylsilyl)phenyl)-9H-carbazole